N6-cyclopropyl-5-fluoro-N4-(6-methylsulfonyl-6-azaspiro[2.5]octan-2-yl)-N6-[[4-(trifluoromethyl)phenyl]methyl]pyrimidine-4,6-diamine C1(CC1)N(C1=C(C(=NC=N1)NC1CC12CCN(CC2)S(=O)(=O)C)F)CC2=CC=C(C=C2)C(F)(F)F